ethyl 3-(3-(1-(3-(5-((4-(((tert-butyldiphenylsilyl)oxy)methyl)-6-fluoro-1-tosyl-1H-indol-5-yl)oxy)-2-fluorophenyl)-1H-pyrazol-1-yl)but-3-en-1-yl)phenyl)propanoate [Si](C1=CC=CC=C1)(C1=CC=CC=C1)(C(C)(C)C)OCC1=C2C=CN(C2=CC(=C1OC=1C=CC(=C(C1)C1=NN(C=C1)C(CC=C)C=1C=C(C=CC1)CCC(=O)OCC)F)F)S(=O)(=O)C1=CC=C(C)C=C1